C(CCCCCCCCCCCCCCCCCCC)(=O)OCCCCCCCCCCCCCC myristyl eicosanate